3-chloro-N-(3-cyano-4-methyl-1H-indol-7-yl)-1-(2-hydroxy-1,1-dimethyl-ethyl)pyrazole-4-sulfonamide ClC1=NN(C=C1S(=O)(=O)NC=1C=CC(=C2C(=CNC12)C#N)C)C(CO)(C)C